N-([(1,1-dimethylethoxy)carbonyl])-N'-methylethylenediamine CC(C)(OC(=O)NCCNC)C